tetraazaheptadecane-3-carboxamide NNN(NCCCCCCCCCCCCC)C(=O)N